[Sc].[Pr].[Ho] Holmium praseodymium scandium